cobalt tetrapyrrole N1C=CC=C1.N1C=CC=C1.N1C=CC=C1.N1C=CC=C1.[Co]